2-(trifluoromethyl)-5-((S)-3-(((3S,4S,5R)-3,4,5-tris(benzyloxy)piperidin-1-yl)methyl)piperidin-1-yl)pyridine FC(C1=NC=C(C=C1)N1C[C@@H](CCC1)CN1C[C@@H](C([C@@H](C1)OCC1=CC=CC=C1)OCC1=CC=CC=C1)OCC1=CC=CC=C1)(F)F